COC(=O)C1(CCC2(C(CC3=C(C=CC=C23)F)C[C@H](CO)C)CC1)NC1=CC(=CC=C1)Cl (1R,4R)-4-(3-Chloroanilino)-4'-fluoro-2'-[(2R)-3-hydroxy-2-methylpropyl]-2',3'-dihydrospiro[cyclohexane-1,1'-indene]-4-carboxylic acid methyl ester